4,4-bis(hexyloxy)butanoic acid 6-bromohexyl ester BrCCCCCCOC(CCC(OCCCCCC)OCCCCCC)=O